2-[4-[(5-benzyloxy-4-cyclopropylsulfonyl-2-pyridinyl)oxy]-3,5-dichloro-phenyl]-6-(difluoromethyl)-1,2,4-triazine-3,5-dione C(C1=CC=CC=C1)OC=1C(=CC(=NC1)OC1=C(C=C(C=C1Cl)N1N=C(C(NC1=O)=O)C(F)F)Cl)S(=O)(=O)C1CC1